7-(3-methoxy-1-naphthyl)-5,6,7,8-tetrahydro-3H-quinazolin-4-one COC=1C=C(C2=CC=CC=C2C1)C1CCC=2C(NC=NC2C1)=O